ClC1=C(C=CC=C1)N1C(=CC2=CC=CC=C12)C(=O)OCC ethyl 1-(2-chlorophenyl)indole-2-carboxylate